4-(o-tolyl)-1,4-diazepane HCl salt Cl.C1(=C(C=CC=C1)N1CCNCCC1)C